4-[4-bromo-6-(2-chloro-3-methoxy-phenyl)-3-hydroxy-pyridin-2-yl]-4-oxo-butyric acid ethyl ester C(C)OC(CCC(=O)C1=NC(=CC(=C1O)Br)C1=C(C(=CC=C1)OC)Cl)=O